5-isobutylbenzo[b]thiophene-7-carbonitrile C(C(C)C)C1=CC2=C(SC=C2)C(=C1)C#N